N-Methyl-tetrahydro-2H-pyran-4-amine CNC1CCOCC1